N-(4-(2,2-difluoro-7-((5-methoxy-7-methyl-1H-indol-4-yl)methyl)-7-azaspiro[3.5]nonan-6-yl)phenyl)cyclopropanecarboxamide FC1(CC2(C1)CC(N(CC2)CC2=C1C=CNC1=C(C=C2OC)C)C2=CC=C(C=C2)NC(=O)C2CC2)F